S(=O)(=O)(C1=CC=C(N)C=C1)C1=CC=C(N)C=C1 4,4'-sulfonylbis[aniline]